CSC(=CC(=O)C=1SC=CC1)SC 3,3-bis(methylsulfanyl)-1-(2-thienyl)prop-2-en-1-one